FC1=C(C=CC2=C1[C@H]([C@@H]([C@@H](O2)C)O)NC(=O)C=2C=NC(=CC2)C2=C1C(=NC=C2)NC=C1)F N-[(2S,3S,4R)-5,6-Difluoro-3-hydroxy-2-methyl-3,4-dihydro-2H-1-benzopyran-4-yl]-6-{1H-pyrrolo[2,3-b]pyridin-4-yl}pyridine-3-carboxamide